5-(4-amino-7-bromo-1-methylpyrrolo[3,2-c]pyridin-3-yl)-3-chloro-N-[(2S)-1,1,1-trifluoropropane-2-yl]pyridine-2-carboxamide NC1=NC=C(C2=C1C(=CN2C)C=2C=C(C(=NC2)C(=O)N[C@H](C(F)(F)F)C)Cl)Br